C(C)(C)(C)C=1C=C(C=C(C1)C(C)(C)C)N(C=1C2=CC=C(C=C2C(=C2C=CC(=CC12)C1=CC=CC=C1)N(C1=CC(=CC(=C1)C1=CC=C(C=C1)C12CC3CC(CC(C1)C3)C2)C2=CC=C(C=C2)C23CC1CC(CC(C2)C1)C3)C3=CC(=CC(=C3)C(C)(C)C)C(C)(C)C)C3=CC=CC=C3)C3=CC(=CC(=C3)C3=CC=C(C=C3)C31CC2CC(CC(C3)C2)C1)C1=CC=C(C=C1)C12CC3CC(CC(C1)C3)C2 N,N'-bis(3,5-di-tert-butylphenyl)-N,N'-bis{3,5-bis[4-(1-adamantyl)phenyl]phenyl}-2,6-diphenylanthracene-9,10-diamine